(S)-4-((2-phenoxyethyl)(4-(5,6,7,8-tetrahydro-1,8-naphthyridin-2-yl)butyl)amino)-2-(4,4,4-trifluoro-3,3-dimethylbutanamido)butanoic acid O(C1=CC=CC=C1)CCN(CC[C@@H](C(=O)O)NC(CC(C(F)(F)F)(C)C)=O)CCCCC1=NC=2NCCCC2C=C1